2,5-dimethyl-1,3-oxazinane CC1OCC(CN1)C